FC1=C(C(=C(C(=C1S(=O)(=O)[O-])F)F)F)F.[Fe+3].FC1=C(C(=C(C(=C1S(=O)(=O)[O-])F)F)F)F.FC1=C(C(=C(C(=C1S(=O)(=O)[O-])F)F)F)F ferric pentafluorobenzenesulfonate